N-(4-fluorophenyl)-2-(3-{[4-(trifluoromethyl)pyridin-2-yl]amino}bicyclo[1.1.1]pentan-1-yl)propanamide FC1=CC=C(C=C1)NC(C(C)C12CC(C1)(C2)NC2=NC=CC(=C2)C(F)(F)F)=O